n-heptyl sulphate S(=O)(=O)(OCCCCCCC)[O-]